NC1=CC=C(C=N1)C[C@@H](C(=O)O)NC(=O)OC(C)(C)C (2S)-3-(6-aminopyridin-3-yl)-2-{[(tert-butoxy)carbonyl]amino}propanoic acid